2-Methyl-4-[(E)-3-oxo-3-phenylprop-1-enyl]benzoic acid CC1=C(C(=O)O)C=CC(=C1)\C=C\C(C1=CC=CC=C1)=O